[Hf].CC1=C(C(=C(C1(CC1(C(=CC=2C1=CC=1CCCCC1C2)C)CC2=CC=CC=C2)C)C)C)C Pentamethylcyclopentadienyl-dimethyl-(1-benzyl-5,6,7,8-tetrahydro-1H-cyclopenta[b]naphthalene) hafnium